FC1=C2CCCN(C2=CC=C1)C(=O)C1CC2(CC(C2)NC(=O)NCC2=CC=C(C=C2)OC)C1 1-(6-(5-fluoro-1,2,3,4-tetrahydroquinoline-1-carbonyl)spiro[3.3]hept-2-yl)-3-(4-methoxybenzyl)urea